4,4'-bis(2-(4-pyridyl)ethenyl)-2,2'-bipyridine N1=CC=C(C=C1)C=CC1=CC(=NC=C1)C1=NC=CC(=C1)C=CC1=CC=NC=C1